1-ethynyl-2-fluoro-6,8-bis(methoxymethoxy)naphthalene C(#C)C1=C(C=CC2=CC(=CC(=C12)OCOC)OCOC)F